1,5,8,12-tetrakis[2,4-bis(N-butyl-N-(2,2,6,6-tetramethyl-4-piperidyl)amino)-s-triazin-6-yl]-1,5,8,12-tetraazadodecane C(CCC)N(C1CC(NC(C1)(C)C)(C)C)C1=NC(=NC(=N1)N(CCCC)C1CC(NC(C1)(C)C)(C)C)NCCCN(CCN(CCCNC1=NC(=NC(=N1)N(CCCC)C1CC(NC(C1)(C)C)(C)C)N(CCCC)C1CC(NC(C1)(C)C)(C)C)C1=NC(=NC(=N1)N(CCCC)C1CC(NC(C1)(C)C)(C)C)N(CCCC)C1CC(NC(C1)(C)C)(C)C)C1=NC(=NC(=N1)N(CCCC)C1CC(NC(C1)(C)C)(C)C)N(CCCC)C1CC(NC(C1)(C)C)(C)C